γ-Glycidoxypropyltrimethoxysilan C(C1CO1)OCCC[Si](OC)(OC)OC